C[C@H](C(=O)OCC1=CC=CC=C1)CO (S)-Benzyl 2-methyl-3-hydroxypropionate